tetra-thiol S1SSSC1